CN[C@@H](C[C@H]1C(NCC1)=O)C(=O)O methyl-3-[(3S)-2-oxopyrrolidin-3-yl]-L-alanine